C(=O)(O)C1=CC=CC(=N1)C(N1CCOCCOCCN(CCOCCOCC1)CC1=CC=CC(=N1)C(=O)O)C1=CC=C(C=C1)C(NCCCCCCN=C=S)=O 6-((16-((6-Carboxypyridin-2-yl)(4-((6-isothiocyanatohexyl)carbamoyl)phenyl)methyl)-1,4,10,13-tetraoxa-7,16-diazacyclooctadecan-7-yl)methyl)picolinic acid